[Si](C)(C)(C(C)(C)C)OCCON O-(2-(tert-butyldimethylsilyloxy)ethyl)hydroxylamine